4-((4-(2,2-dimethyl-5-(3,4,5-trimethoxyphenoxy)pentanoyl)piperazin-1-yl)sulfonyl)benzoic acid CC(C(=O)N1CCN(CC1)S(=O)(=O)C1=CC=C(C(=O)O)C=C1)(CCCOC1=CC(=C(C(=C1)OC)OC)OC)C